BrC1=CC=C(C=C1)S(=O)(=O)C1COC1 3-((4-bromophenyl)sulfonyl)oxetane